CP(=O)(C)C1=CC(=C(C=C1)N(C(OC(C)(C)C)=O)CC#C)OC tert-butyl (4-(dimethylphosphoryl)-2-methoxyphenyl)(prop-2-yn-1-yl)carbamate